FC(C)(F)C=1SC(=C(N1)C(=O)OCC)N1CCOCC1 ethyl 2-(1,1-difluoroethyl)-5-morpholinothiazole-4-carboxylate